tert-butyl 3-((dimethylamino)methylene)-4-oxopiperidine-1-carboxylate CN(C)C=C1CN(CCC1=O)C(=O)OC(C)(C)C